CN(C(OCC(C(C)C)OC(N(C)C)=O)=O)C 3-methylbutane-1,2-diyl bis(dimethylcarbamate)